[O-2].[Zn+2].[Pb+2].[O-2] lead-zinc oxide